4-(8,9,10,11-tetrahydro-3H-pyrazolo[4,3-a]phenanthridin-7-yl)-2-(trifluoromethyl)phenol C1=NNC=2C1=C1C=3CCCCC3C(=NC1=CC2)C2=CC(=C(C=C2)O)C(F)(F)F